1-ethyl-3-methylimidazolium trifluoro-methanesulfonate FC(S(=O)(=O)[O-])(F)F.C(C)N1C=[N+](C=C1)C